COC=1C=2N(C=C(C1)NC(=O)C=1C=NC(=C3C=CC=NC13)N1C[C@@H](N([C@@H](C1)C)C(=O)OC(C)(C)C)C)C=C(N2)C tert-butyl (2S,6R)-4-[8-[(8-methoxy-2-methyl-imidazo[1,2-a]pyridin-6-yl)carbamoyl]-1,6-naphthyridin-5-yl]-2,6-dimethyl-piperazine-1-carboxylate